vinyllaurate C(=C)OC(CCCCCCCCCCC)=O